CN(C(CN1N=CC(=C1)C1=C2C(=NC=C1)N(N=C2C2CN(C2)C(=O)OC(C)(C)C)C2=CC=C(C=C2)OC(F)(F)F)=O)C tert-butyl 3-(4-(1-(2-(dimethylamino)-2-oxoethyl)-1H-pyrazol-4-yl)-1-(4-(trifluoromethoxy)phenyl)-1H-pyrazolo[3,4-b]pyridin-3-yl)azetidine-1-carboxylate